4-bromo-2-(4-cyclopropylphenyl)phthalazin-1(2H)-one BrC1=NN(C(C2=CC=CC=C12)=O)C1=CC=C(C=C1)C1CC1